Methyl 1-((1-ethyl-1H-imidazol-5-yl)methyl)-2-(piperazin-1-ylmethyl)-1H-benzo[d]imidazole-6-carboxylate C(C)N1C=NC=C1CN1C(=NC2=C1C=C(C=C2)C(=O)OC)CN2CCNCC2